3-((2-((2-((3-chloro-2-fluorobenzyl)amino)-2-oxoethyl)(isopropyl)amino)-2-oxoethyl)(phenyl)amino)propionamide ClC=1C(=C(CNC(CN(C(CN(CCC(=O)N)C2=CC=CC=C2)=O)C(C)C)=O)C=CC1)F